1-Benzyl-7-bromo-1,2,3,4-tetrahydroquinoline C(C1=CC=CC=C1)N1CCCC2=CC=C(C=C12)Br